4-(3-amino-1-(1-methyl-1H-benzo[d][1,2,3]triazol-6-yl)-1H-pyrazol-5-yl)-2-fluorobenzonitrile NC1=NN(C(=C1)C1=CC(=C(C#N)C=C1)F)C=1C=CC2=C(N(N=N2)C)C1